(S)-N-(9-ethyl-5-fluoro-9-hydroxy-10,13-dioxo-2,3,9,10,13,15-hexahydro-1H,12H-benzo[de]pyrano[3',4':6,7]indolizino[1,2-b]quinolin-4-yl)acetamide C(C)[C@]1(C(OCC=2C(N3CC=4C(=NC=5C=C(C(=C6C5C4CCC6)NC(C)=O)F)C3=CC21)=O)=O)O